N1N=C(N=C1)C1=CC=C(C=N1)C=1N=C2C(=NC1)NC(CN2CCOC)=O 6-(6-(1H-1,2,4-triazol-3-yl)pyridin-3-yl)-4-(2-methoxyethyl)-3,4-dihydropyrazino[2,3-b]pyrazin-2(1H)-one